3-(4-bromo-1-(2,5-difluorophenyl)but-3-yn-1-yl)-6-cyclopropyl-1-methylpyridin-2(1H)-one BrC#CCC(C1=C(C=CC(=C1)F)F)C=1C(N(C(=CC1)C1CC1)C)=O